bis(triisopropoxysilylpropyl)disulfide C(C)(C)O[Si](OC(C)C)(OC(C)C)CCCSSCCC[Si](OC(C)C)(OC(C)C)OC(C)C